3-(3-(trifluoromethoxy)phenyl)-4,5-dihydroisoxazole-5-carboxamide FC(OC=1C=C(C=CC1)C1=NOC(C1)C(=O)N)(F)F